FC1=C(C=CC(=C1)[N+](=O)[O-])N1CCC(CC1)CCC(O)O 3-(1-(2-fluoro-4-nitrophenyl)piperidin-4-yl)propanediol